CN1N=CC(=C1C)C1CN(CC2=CC=CC=C12)C(CCCCCC)=O 1-[4-(1,5-dimethylpyrazol-4-yl)-3,4-dihydro-1H-isoquinolin-2-yl]heptan-1-one